2-Amino-7-fluoro-4-(5-fluoro-3-((3R)-3-(6-methyl-3,6-diazabicyclo[3.1.1]heptan-3-yl)pyrrolidin-1-yl)-7,9-dihydrofuro[3,4-f]quinazolin-6-yl)thieno[3,2-c]pyridine-3-carbonitrile NC1=C(C=2C(=NC=C(C2S1)F)C=1C2=C(C=3C=NC(=NC3C1F)N1C[C@@H](CC1)N1CC3N(C(C1)C3)C)COC2)C#N